1-(7-((5-(trifluoromethyl)pyridin-2-yl)oxy)-3,4-dihydroisoquinolin-2(1H)-yl)prop-2-en-1-one formate C(=O)O.FC(C=1C=CC(=NC1)OC1=CC=C2CCN(CC2=C1)C(C=C)=O)(F)F